C(C)OC(COC1=NOC(=C1)C(C(=O)N1[C@@H](C[C@H](C1)O)C(=O)OC)C(C)C)OCC Methyl (2S,4R)-1-[2-[3-(2,2-diethoxyethoxy) isoxazol-5-yl]-3-methyl-butanoyl]-4-hydroxy-pyrrolidine-2-carboxylate